OC1=C(C(=O)O)C(=CC(=C1CC=C(C)C)OCCCC(F)(F)F)\C=C\C1=CC=C(C=C1)C(F)(F)F (E)-2-hydroxy-3-(3-methylbut-2-en-1-yl)-4-(4,4,4-trifluorobutoxy)-6-(4-(trifluoromethyl)styryl)benzoic acid